(S)-quinuclidin-3-yl (6-(3-chloro-4-isopropoxyphenyl)-2,2-dimethyl-1,2,3,4-tetrahydronaphthalen-1-yl)carbamate ClC=1C=C(C=CC1OC(C)C)C=1C=C2CCC(C(C2=CC1)NC(O[C@@H]1CN2CCC1CC2)=O)(C)C